(4,4-difluorochroman-6-yl)ethan-1-ol FC1(CCOC2=CC=C(C=C12)C(C)O)F